COC1=CC=C(CN(C=2C=3N(C=C(N2)C=2C(=C(C#N)C=CC2)F)N=C(N3)CC3=C(C=CC=C3F)Cl)CC3=CC=C(C=C3)OC)C=C1 3-(8-(bis(4-methoxybenzyl)amino)-2-(2-chloro-6-fluorobenzyl)-[1,2,4]triazolo[1,5-a]pyrazin-6-yl)-2-fluorobenzonitrile